NC1=C(C(=C(C(=C1F)F)N)F)F 1,4-diaminotetrafluorobenzene